4-{4-[(1R)-1-{[5-(3,4-difluorophenoxy)pyrazin-2-yl]carbamoyl}ethyl]-2,2-dimethyl piperazine-1-carbonyl}-2-(hydroxymethyl)pyridin-1-ium-1-olate FC=1C=C(OC=2N=CC(=NC2)NC(=O)[C@@H](C)N2CC(N(CC2)C(=O)C2=CC(=[N+](C=C2)[O-])CO)(C)C)C=CC1F